C1(CC1)C(=O)C=1C=NC(=CC1NC1CCC(CC1)O)NC1=NC(=NC=C1)C=1C=NN(C1)S(=O)(=O)C1CC1 Cyclopropyl(6-((2-(1-(cyclopropylsulfonyl)-1H-pyrazol-4-yl)pyrimidin-4-yl)amino)-4-(((1s,4s)-4-hydroxycyclohexyl)amino)pyridin-3-yl)methanone